bis(p-tolyl)-N,N'-diphenyl-p-phenylenediamine C1(=CC=C(C=C1)N(C1=CC=C(C=C1)N(C1=CC=CC=C1)C1=CC=C(C=C1)C)C1=CC=CC=C1)C